C1(CCCCC1)C[C@H](OC1=CC=C(C(=O)OC2=NC(=NC(=N2)OC)OC)C=C1)C=1C=C(C=CC1)C1=CC=C(C=C1)C(F)(F)F 4,6-Dimethoxy-1,3,5-triazin-2-yl (S)-4-(2-cyclohexyl-1-(4'-(trifluoromethyl)-[1,1'-biphenyl]-3-yl)ethoxy)benzoate